2-(1H-imidazol-1-yl)-N-(3-(trifluoromethyl)cyclohexyl)isonicotinamide N1(C=NC=C1)C=1C=C(C(=O)NC2CC(CCC2)C(F)(F)F)C=CN1